ethyl 2-(4-(2-fluoro-4-hydroxy-3-isopropylbenzyl)-3-(prop-1-en-2-yl)phenoxy)acetate FC1=C(CC2=C(C=C(OCC(=O)OCC)C=C2)C(=C)C)C=CC(=C1C(C)C)O